1,3-dimethyl-aminodinitromethylenepropane CC(C(CC)N)=C([N+](=O)[O-])[N+](=O)[O-]